The molecule is a 3alpha-hydroxy steroid, a 7alpha-hydroxy steroid, a 12alpha-hydroxy steroid, a 26-hydroxy steroid, a 27-hydroxy steroid and a cyprinol. It derives from a hydride of a 5beta-cholestane. C[C@H](CCCC(CO)CO)[C@H]1CC[C@@H]2[C@@]1([C@H](C[C@H]3[C@H]2[C@@H](C[C@H]4[C@@]3(CC[C@H](C4)O)C)O)O)C